NC1=NC=NC=2N(C3=CC=C(C=C3C21)/C=C/C(=O)OCC)CC(=O)OC(C)(C)C (E)-ethyl 3-(4-amino-9-(2-(tert-butoxy)-2-oxoethyl)-9H-pyrimido[4,5-b]indol-6-yl)acrylate